ClC=1C=CC(=C(C1)N1CON(CO1)[C@H](C(=O)NC1=CC2=CN(N=C2C=C1)C)CC1=NN(C=C1)C)N1N=NC(=C1)Cl (S)-2-(4-(5-chloro-2-(4-chloro-1H-1,2,3-triazol-1-yl)phenyl)-2,5-dioxapiperazin-1-yl)-3-(1-methyl-1H-pyrazol-3-yl)-N-(2-methyl-2H-indazol-5-yl)propanamide